FC1=C(CN2[C@@H](CCC2=S)CC(=O)N[C@H](C(SCCC(F)(F)F)=O)C(C)C)C=CC=C1F S-(3,3,3-Trifluoropropyl) (S)-2-(2-((S)-1-(2,3-difluorobenzyl)-5-thioxopyrrolidin-2-yl)acetamido)-3-methylbutanethioate